(2-((S)-4-(4-methylpyrazolo[1,5-a]pyridin-2-yl)-1,4,6,7-tetrahydro-5H-imidazo[4,5-c]pyridin-5-yl)pyrimidin-5-yl)(phenyl)methanol CC=1C=2N(C=CC1)N=C(C2)[C@H]2N(CCC1=C2N=CN1)C1=NC=C(C=N1)C(O)C1=CC=CC=C1